1-Hexenyltrimethoxysilane CCCC/C=C/[Si](OC)(OC)OC